N1-methyl-N4-(2-(piperidin-1-yl)phenyl)benzene-1,4-disulfonamide CNS(=O)(=O)C1=CC=C(C=C1)S(=O)(=O)NC1=C(C=CC=C1)N1CCCCC1